N-(1-(1H-indol-5-yl)ethyl)-4-(5-methyl-2-((1-methyl-1H-pyrazol-5-yl)amino)pyrimidin-4-yl)oxazole-2-carboxamide N1C=CC2=CC(=CC=C12)C(C)NC(=O)C=1OC=C(N1)C1=NC(=NC=C1C)NC1=CC=NN1C